tert-butyl 4-[1-[3-[4-[cyclopropylsulfonyl(methyl)amino]-2-(6-methyl-7-oxo-1H-pyrrolo[2,3-c]pyridin-4-yl)phenoxy]phenyl]azetidin-3-yl]piperazine-1-carboxylate C1(CC1)S(=O)(=O)N(C1=CC(=C(OC=2C=C(C=CC2)N2CC(C2)N2CCN(CC2)C(=O)OC(C)(C)C)C=C1)C=1C2=C(C(N(C1)C)=O)NC=C2)C